5-bromo-1-(pyridazin-3-ylmethyl)indoline-2,3-dione BrC=1C=C2C(C(N(C2=CC1)CC=1N=NC=CC1)=O)=O